ClC=1N=CC=2N(C=3C=CC(=CC3C2N1)C=1N=NC(=CC1)C)CC(F)(F)F chloro-8-(6-methylpyridazin-3-yl)-5-(2,2,2-trifluoroethyl)-5H-pyrimido[5,4-b]indole